3-fluoro-5-methoxy-2',2''-dimethyl-[1,1':3',1'':3'',1'''-quaterphenyl]-4,4'''-dicarbaldehyde FC=1C=C(C=C(C1C=O)OC)C1=C(C(=CC=C1)C1=C(C(=CC=C1)C1=CC=C(C=C1)C=O)C)C